N-(3-bromo-6-(3-fluoro-2-methylphenyl)imidazo[1,2-a]pyridin-2-yl)-2-fluorocyclopropane-1-carboxamide BrC1=C(N=C2N1C=C(C=C2)C2=C(C(=CC=C2)F)C)NC(=O)C2C(C2)F